methylcyclohexane-1-carboxamide CC1(CCCCC1)C(=O)N